methyl-norbornadiene CC1=C2CCC(=C1)C2